NC1=NC=C(C2=C1C(=C(S2)C2=C(C=C(C=C2)NC(C(=C)C)=O)C)C2=CC(=C(C=C2)OC2=NC=CC(=N2)C)Cl)C=2C=NN(C2)C N-(4-(4-amino-3-(3-chloro-4-((4-methylpyrimidin-2-yl)oxy)phenyl)-7-(1-methyl-1H-pyrazol-4-yl)thieno[3,2-c]pyridin-2-yl)-3-methylphenyl)methacrylamide